CC1=CNC2=CC=CC(=C12)B1OC(C(O1)(C)C)(C)C 3-methyl-4-(4,4,5,5-tetramethyl-1,3,2-dioxaborolan-2-yl)-1H-indole